COC1CN(C1)C1=CC=C(C=N1)NC=1C(=CC=CC1)N N1-(6-(3-methoxyazetidin-1-yl)pyridin-3-yl)benzene-1,2-diamine